C(C)N[C@@H](CS)C(=O)O ethyl-L-cysteine